3,3-di(t-butylperoxy)butyrate C(C)(C)(C)OOC(CC(=O)[O-])(C)OOC(C)(C)C